F[C@H]1[C@@H](O[C@@H]([C@H]1O[Si](C)(C)C(C)(C)C)C(O)C(C1=CC=CC=C1)(C1=CCC(C=C1)(OC)OC)C1=CC=CC=C1)N1C(=O)NC(=O)C=C1 2'-deoxy-2'-fluoro-3'-O-(tert-butyldimethylsilyl)-5'-(4',4'-dimethoxytrityl)uridine